2-(3-((Z)-((1R,5S)-8-azabicyclo[3.2.1]octan-3-ylidene)methyl)-1,2,4-triazin-6-yl)-5-(1H-imidazol-1-yl)phenol [C@H]12CC(C[C@H](CC1)N2)=CC=2N=NC(=CN2)C2=C(C=C(C=C2)N2C=NC=C2)O